C(C)(C)[C@H]1NC2=C(OC1)C(=NC(=N2)N)N2CCNCC2 (R)-7-Isopropyl-4-(piperazin-1-yl)-7,8-dihydro-6H-pyrimido[5,4-b][1,4]oxazin-2-amine